COC1=CC=C(CN2N=CC(=C2)C2CN(CCC2)C(=O)OC(C)(C)C)C=C1 tert-butyl 3-(1-(4-methoxybenzyl)-1H-pyrazol-4-yl)piperidine-1-carboxylate